ClC1=C(C=CC(=C1)Cl)C(CN1C=NC=C1)OCC1=CC=C(C(=O)O)C=C1 4-((1-(2,4-dichlorophenyl)-2-(1H-imidazol-1-yl)ethoxy)methyl)benzoic acid